1-(4-((4-methoxybenzyl)amino)-6-methylpyrimidin-2-yl)-3-(4-(trifluoromethoxy)-phenyl)urea COC1=CC=C(CNC2=NC(=NC(=C2)C)NC(=O)NC2=CC=C(C=C2)OC(F)(F)F)C=C1